2-dimethylamino-2-benzyl-1-(4-morpholinophenyl)butane-1-one CN(C(C(=O)C1=CC=C(C=C1)N1CCOCC1)(CC)CC1=CC=CC=C1)C